rac-1'-(3-(3,4-dihydro-1,5-naphthyridin-1(2H)-yl)-1H-pyrazolo[3,4-b]pyrazin-6-yl)-3H-spiro[benzofuran-2,4'-piperidin]-3-amine hydrochloride Cl.N1(CCCC2=NC=CC=C12)C1=NNC2=NC(=CN=C21)N2CCC1(CC2)OC2=C([C@H]1N)C=CC=C2 |r|